2-oxo-2-((5,6,7,8-tetrahydronaphthalen-1-yl)amino)ethyl 4-isocyanobenzoate [N+](#[C-])C1=CC=C(C(=O)OCC(NC2=CC=CC=3CCCCC23)=O)C=C1